2-chloro-N-(5-chloro-6-(1-cyano-7-azabicyclo[2.2.1]heptan-7-yl)pyridin-3-yl)-4-(3-ethynylpyridin-4-yl)-5-fluorobenzamide ClC1=C(C(=O)NC=2C=NC(=C(C2)Cl)N2C3(CCC2CC3)C#N)C=C(C(=C1)C1=C(C=NC=C1)C#C)F